benzyl (6S)-6-{[2-(4-fluorophenyl)[1,2,4]triazolo[1,5-c]quinazolin-5-yl]amino}-5-oxo-1,4-diazepane-1-carboxylate FC1=CC=C(C=C1)C1=NN2C(=NC=3C=CC=CC3C2=N1)N[C@@H]1C(NCCN(C1)C(=O)OCC1=CC=CC=C1)=O